ClC=1C2=C(N=C(N1)N1[C@H](CC1)C)CCC2 4-chloro-2-[(2S)-2-methylazetidin-1-yl]-6,7-dihydro-5H-cyclopenta[d]pyrimidine